C1(CCCC1)NC1=NC(=NC=C1C)N(C1=CC2=C(B(OC2)O)C=C1)C 5-((4-(cyclopentylamino)-5-methylpyrimidin-2-yl)(methyl)amino)benzo[c][1,2]oxaborol-1(3H)-ol